Piperidin-4-yl-(5-(pyridin-3-yl)-1,3,4-oxadiazol-2-yl)methanone N1CCC(CC1)C(=O)C=1OC(=NN1)C=1C=NC=CC1